Hexafluorophosphoric acid benzotriazol-1-yloxy-tripyrrolidinophosphonium salt N1(N=NC2=C1C=CC=C2)O[P+](N2CCCC2)(N2CCCC2)N2CCCC2.F[P-](F)(F)(F)(F)F.[H+]